COC1=C(N)C=CC=C1C=1N(C=CN1)C 2-methoxy-3-(1-methyl-1H-imidazol-2-yl)aniline